BrC=1C(=C(C=C(C1)Cl)C1N(CC1F)S(=O)(=O)N)F (3-bromo-5-chloro-2-fluorophenyl)-3-fluoroazetidine-1-sulfonamide